NCC1=NNC(C2=CC=C(C=C12)C1(CC1)C(=O)N(C1CCCC=2C=CC=NC12)CC1=NC=C(C=C1)C1=C(C=CC=C1F)F)=O 1-(4-(aminomethyl)-1-oxo-1,2-dihydrophthalazin-6-yl)-N-((5-(2,6-difluorophenyl)pyridin-2-yl)methyl)-N-(5,6,7,8-tetrahydroquinolin-8-yl)cyclopropane-1-carboxamide